C(C)OC(=O)C1N2C(CC(C1=O)CC2)C ethyl-6-methyl-3-oxoquinuclidine-2-carboxylate